ClC=1C(=C(NC2=NC=NC3=CC(=C(C=C23)N2CCN(C3(CC3)C2)C(=O)OC(C)(C)C)OC)C=CC1)F tert-butyl 7-[4-(3-chloro-2-fluoro-anilino)-7-methoxy-quinazolin-6-yl]-4,7-diazaspiro[2.5]octane-4-carboxylate